ClC=1C(=C(SC1Cl)C(=O)NC1(CC1)C(=O)O)C 1-{[(4,5-dichloro-3-methyl-2-thienyl)carbonyl]amino}cyclopropanecarboxylic acid